N-(2,6-dichlorophenyl)-4-ethoxy-2-(methylsulfanyl)pyrimidine-5-carboxamide ClC1=C(C(=CC=C1)Cl)NC(=O)C=1C(=NC(=NC1)SC)OCC